1-(6-(2-ethylphenyl)pyridazin-3-yl)piperidin-3-amine C(C)C1=C(C=CC=C1)C1=CC=C(N=N1)N1CC(CCC1)N